COC(C1=CC=C(C=C1)C1=C(N(C=2C=C3C=NNC3=C(C21)F)C2=CC=C(C=C2)F)[C@](COC)(CC)O)=O (S)-4-(8-fluoro-5-(4-fluorophenyl)-6-(2-hydroxy-1-methoxybutan-2-yl)-1,5-dihydropyrrolo[2,3-f]indazol-7-yl)benzoic acid methyl ester